P(=O)(O)(O)OC(C(O)COP(=O)(O)O)=O 1,3-bisphosphoglyceric acid